COC1=C(C=C(C=C1)C2=C(C(=O)C3=C(C=C(C=C3O2)OC)O)O)OC The molecule is a trimethoxyflavone that is the 7,3',4'-trimethyl ether derivative of quercetin. It has been isolated from Euodia confusa. It has a role as a metabolite and a plant metabolite. It is a dihydroxyflavone, a member of flavonols, a trimethoxyflavone and a member of 3'-methoxyflavones. It derives from a quercetin.